(E)-3-(4-hydroxyphenyl)-1-(4-(methylpiperazin-1-yl)phenyl)prop-2-en-1-one OC1=CC=C(C=C1)/C=C/C(=O)C1=CC=C(C=C1)N1C(CNCC1)C